β-ketoadipate O=C(CC(=O)[O-])CCC(=O)[O-]